2-(4-nitrophenoxy)nicotinaldehyde [N+](=O)([O-])C1=CC=C(OC2=C(C=O)C=CC=N2)C=C1